N=1N=CN2C=NN=CC21 1,2,4-triazolo[4,3-d]-1,2,4-triazine